OC(=O)CCCCCCCCC.C(CCCCCCC)(=O)O monocaprylic acid monocaprate